norbornane-1-carboxylic acid C12(CCC(CC1)C2)C(=O)O